P(O)(O)OC1=C(C=C(C=C1C(C)(C)C)C)C(C)(C)C 4-methyl-2,6-di-t-butylphenol phosphite